ClC=1C=C(C=2N(N1)C(=CN2)C2CC2)N(C(OC(C)(C)C)=O)C2=CC(=CC=C2)F TERT-BUTYL (6-CHLORO-3-CYCLOPROPYLIMIDAZO[1,2-B]PYRIDAZIN-8-YL)(3-FLUOROPHENYL)CARBAMATE